C1(=CC=CC=C1)[Si](OC1=CCCC1)(OC1=CCCC1)OC1=CCCC1 phenyltris[(cyclopent-1-en-1-yl)oxy]silane